2-propionamidoisonicotinamide C(CC)(=O)NC=1C=C(C(=O)N)C=CN1